(S)-2-(((S)-2-(((S)-2-aminobutyl)(benzyl)amino)butyl)(benzyl)amino)butanoic acid N[C@H](CN([C@H](CN([C@H](C(=O)O)CC)CC1=CC=CC=C1)CC)CC1=CC=CC=C1)CC